1-(2,6-dichlorophenyl)-4-((4-(4-ethyl-3,5-dimethyl-1H-pyrazol-1-yl)phenyl)amino)-1H-pyrazole-3-carboxamide ClC1=C(C(=CC=C1)Cl)N1N=C(C(=C1)NC1=CC=C(C=C1)N1N=C(C(=C1C)CC)C)C(=O)N